4-(2-chloro-6-cyclopropylpyridin-4-yl)-3-formylbenzonitrile ClC1=NC(=CC(=C1)C1=C(C=C(C#N)C=C1)C=O)C1CC1